NC1=CC=C(C(=C1C(=O)C1=C(C=CC=C1F)F)Cl)Br (6-amino-3-bromo-2-chloro-phenyl)(2,6-difluorophenyl)methanone